ClN1C(=C(C2=NC(=CC=C21)OC)C=2C=NNC2)C2=NNC(=N2)C(C)(F)F chloro-2-(5-(1,1-difluoroethyl)-1H-1,2,4-triazol-3-yl)-5-methoxy-3-(1H-pyrazol-4-yl)-1H-pyrrolo[3,2-b]pyridine